COC1=NC2=CC=C(C=C2C=C1)C=1C=C(C=NC1)N1CC2(C1)CC(C2)NC(=O)C=2C=NN(C2)C N-(2-(5-(2-methoxyquinolin-6-yl)pyridin-3-yl)-2-azaspiro[3.3]heptane-6-yl)-1-methyl-1H-pyrazole-4-carboxamide